2-methylocta-5,7-dien-3-yn-2-ol CC(C)(C#CC=CC=C)O